CC1(N=C(OC1)C=1C=C(C(=O)NC=2C=NC(=C(C2)N2C(N(C3=NC(=NC=C3C2)S(=O)(=O)C)C)=O)C)C=CC1)C 3-(4,4-dimethyl-4,5-dihydrooxazol-2-yl)-N-(6-methyl-5-(1-methyl-7-(methylsulfonyl)-2-oxo-1,2-dihydropyrimido[4,5-d]pyrimidin-3(4H)-yl)pyridin-3-yl)benzamide